C(C)(=O)NC1=CC(=C(C(=O)NCCN(CC)CC)C=C1Cl)OC 4-acetamido-5-chloro-N-(2-(diethylamino)ethyl)-2-methoxybenzamide